ClC=1C=C2C=C(N(C2=CC1C1=CN=C(O1)C)S(=O)(=O)C1=CC=CC=C1)CCC(=O)N ((5-chloro-6-(2-methyloxazol-5-yl)-1-(phenylsulfonyl)-1H-indol-2-yl)methyl)acetamide